COC(CC1=C(C=CC=C1Br)Br)=O (2,6-dibromophenyl)acetic acid methyl ester